tert-Butyl N-[(1R)-1-(8-fluoro-6-formyl-6,7-dihydro-5H-cyclopenta[f][1,3]benzoxazol-2-yl)ethyl]carbamate FC1=C2C(=CC=3N=C(OC31)[C@@H](C)NC(OC(C)(C)C)=O)CC(C2)C=O